(1S,10R,18E)-12-methyl-10-[(7-methyl-1H-indazol-5-yl)methyl]-16-oxa-9,12,22,24-tetraazapentacyclo[18.5.2.11,4.13,7.023,26]nonacosa-3,5,7(28),18,20(27),21,23(26)-heptaen-8,11,25-trione CN1C([C@H](NC(C=2C=CC3=C(C[C@@]4(C(NC=5N=CC(/C=C/COCCC1)=CC45)=O)C3)C2)=O)CC=2C=C3C=NNC3=C(C2)C)=O